FC1(C(C2=C(C=CC(=C2C1)OC1=C(C#N)C=CC=C1)SC(F)(F)F)=O)F 2-((2,2-difluoro-1-oxo-7-(trifluoromethylthio)-2,3-dihydro-1H-inden-4-yl)oxy)benzonitrile